BrC1=NN2C(=NC3=C(C2=O)C=C(C=N3)C)S1 2-bromo-7-methyl-9H-pyrido[2,3-d][1,3,4]thiadiazolo[3,2-a]pyrimidin-9-one